C1(=CC=CC=C1)CCCC=1N([C@H]2[C@H](S)[C@H](O)[C@@H](CO)O2)C=2N=C(NC(C2N1)=O)N 8-Phenylpropylthioguanosine